5-(8-Amino-6-(trifluoromethyl)imidazo[1,2-a]pyrazin-3-yl)-2-((S)-1-cyclopropylethyl)-7-(1,1,1-trifluoro-2,3-dihydroxypropan-2-yl)isoindolin-1-one, trifluoroacetate salt FC(C(=O)O)(F)F.NC=1C=2N(C=C(N1)C(F)(F)F)C(=CN2)C=2C=C1CN(C(C1=C(C2)C(C(F)(F)F)(CO)O)=O)[C@@H](C)C2CC2